O1C2=CC(=C1)C(=O)OCCCOC2=O trimethylene furan-2,4-dicarboxylate